2-bromo-2-(4-chloro-2-methoxyphenyl)-1-(6-fluoro-7-methyl-1H-indol-3-yl)ethanone BrC(C(=O)C1=CNC2=C(C(=CC=C12)F)C)C1=C(C=C(C=C1)Cl)OC